O=CCCCC(=O)OCC1=CC=CC=C1 Benzyl 5-oxo-valerate